4-bromo-2-(hydroxymethyl)-6-methylthieno[2,3-c]pyridin-7(6H)-one BrC=1C2=C(C(N(C1)C)=O)SC(=C2)CO